C(C)(=O)NC=1NC(C=2N=CN([C@H]3[C@H](OCOCCC#N)[C@H](O)[C@@H](COC(C4=CC=C(C=C4)OC)(C4=CC=C(C=C4)OC)C4=CC=CC=C4)O3)C2N1)=O N2-acetyl-5'-O-(4,4'-dimethoxytrityl)-2'-O-(2-cyanoethoxymethyl)guanosine